CYCLOHEXANECARBOXAMIDE C1(CCCCC1)C(=O)N